(±)-trans-1-(tert-butoxycarbonyl)-4-(thiophen-2-yl)pyrrolidine-3-carboxylic acid C(C)(C)(C)OC(=O)N1C[C@H]([C@@H](C1)C=1SC=CC1)C(=O)O |r|